tert-butyl (2R,3S,4S)-4-[(tert-butoxycarbonyl)oxy]-3-[({5-[(diethyl amino)methyl]-1,3,4-thiadiazol-2-yl}carbamoyl)oxy]-2-[(4-methoxyphenyl) methyl]pyrrolidine-1-carboxylate C(C)(C)(C)OC(=O)O[C@@H]1[C@H]([C@H](N(C1)C(=O)OC(C)(C)C)CC1=CC=C(C=C1)OC)OC(NC=1SC(=NN1)CN(CC)CC)=O